1-benzyl-3,4-dibromo-pyrrolidine-2,5-dione C(C1=CC=CC=C1)N1C(C(C(C1=O)Br)Br)=O